(±)-5-(2-ethoxy-3-pyridyl)-7-(3-fluoro-3-methyl-pyrrolidin-1-yl)-1-methyl-pyrazolo[4,3-b]pyridine C(C)OC1=NC=CC=C1C1=CC(=C2C(=N1)C=NN2C)N2C[C@](CC2)(C)F |r|